N-(3-(2'-fluoro-[1,1'-biphenyl]-4-yl)propyl)-2,4-dimethylthiazole-5-carboxamide FC1=C(C=CC=C1)C1=CC=C(C=C1)CCCNC(=O)C1=C(N=C(S1)C)C